NC1=NC(=CC(=N1)N1[C@@H](COCCC1)C=1C=C(C=CC1Cl)O)C |r| (+-)-3-(4-(2-amino-6-methylpyrimidin-4-yl)-1,4-oxazepan-3-yl)-4-chlorophenol